ClC=1C(=NN2C1N=CC1=C2[C@](C[C@H]1C(=O)NC=1C=NC(=C(C1)Cl)N1N=CC=N1)(C=1C=NN(C1)C)C)F cis-3-chloro-N-(5-chloro-6-(2H-1,2,3-triazol-2-yl)pyridin-3-yl)-2-fluoro-8-methyl-8-(1-methyl-1H-pyrazol-4-yl)-7,8-dihydro-6H-cyclopenta[e]pyrazolo[1,5-a]pyrimidine-6-carboxamide